2-(2-bromopyridin-4-yl)ethan-1-amine BrC1=NC=CC(=C1)CCN